2-acetamido-2-deoxy-beta-d-glucosylamine C(C)(=O)N[C@H]1[C@@H](O[C@@H]([C@H]([C@@H]1O)O)CO)N